C(C(C)C)C=1C=C(C=C(C1)C)/C=C/C(=O)OCC (E)-ethyl 3-(3-isobutyl-5-methylphenyl)acrylate